NC1=C(C(=NN1C1CCN(CC1)C1CN(C1)C1CNC1)C1=CC=C(C=C1)OC1=C(C=C(C=C1)F)F)C(=O)N 5-amino-1-[1-[1-(azetidin-3-yl)azetidin-3-yl]-4-piperidyl]-3-[4-(2,4-difluorophenoxy)phenyl]pyrazole-4-carboxamide